NCC1CCCC(C1)CN 2,4-bis(aminomethyl)cyclohexane